2,4,6-tri(9H-carbazole-9-yl)-3,5-difluorobenzonitrile C1=CC=CC=2C3=CC=CC=C3N(C12)C1=C(C#N)C(=C(C(=C1F)N1C2=CC=CC=C2C=2C=CC=CC12)F)N1C2=CC=CC=C2C=2C=CC=CC12